FC1=CC(=CC2=C1N=C(S2)OC2=CC=C(C=C2)C(C(F)(F)F)O)F 1-{4-[(4,6-difluoro-1,3-benzothiazol-2-yl)oxy]phenyl}-2,2,2-trifluoroethanol